C(C)SC1=NC2=NC(=CC=C2C(=C1C(=O)NCC1=CC=C(C=C1)F)C)C(F)(F)F Ethylsulfanyl-N-[(4-fluorophenyl)-methyl]-4-methyl-7-(trifluoromethyl)-[1,8]naphthyridine-3-carboxylic acid amide